C1=CC(=CC(=C1)Br)C(=O)NC2=CC(=CC=C2)F 3-Bromo-N-(3-fluorophenyl)benzamide